6-bromo-4-(methoxycarbonyl)pyridin BrC1=CC(=CC=N1)C(=O)OC